CN1CC(OB(OC(C1)=O)[C@H]1[C@@H](C1)C(F)(F)F)=O trans-6-methyl-2-(2-(trifluoromethyl)cyclopropyl)-1,3,6,2-dioxazaborocane-4,8-dione